(3R,4R)-3-(4-(benzyloxy)-3-phenethoxybenzyl)-4-(3,4-dimethoxybenzyl)-3-methyldihydrofuran-2(3H)-one C(C1=CC=CC=C1)OC1=C(C=C(C[C@]2(C(OC[C@@H]2CC2=CC(=C(C=C2)OC)OC)=O)C)C=C1)OCCC1=CC=CC=C1